2-(2,6-dioxopiperidin-3-yl)-4-((2-(3-(4-(4-(5-(2-fluoro-6-methoxyphenyl)-1H-pyrazolo[4,3-d]pyrimidin-3-yl)phenyl)piperazin-1-yl)-3-oxopropoxy)ethyl)amino)isoindoline-1,3-dione O=C1NC(CCC1N1C(C2=CC=CC(=C2C1=O)NCCOCCC(=O)N1CCN(CC1)C1=CC=C(C=C1)C1=NNC2=C1N=C(N=C2)C2=C(C=CC=C2OC)F)=O)=O